2-(1-oxo-isoindolin-2-yl)-2-phenylacetic acid O=C1N(CC2=CC=CC=C12)C(C(=O)O)C1=CC=CC=C1